NC=1N=C(SC1C(=O)C1=NC(=NO1)C1=NC=CC=C1)N(C1=CC=C(C=C1)F)C(C(=O)N)C (N-[4-Amino-5-[3-(2-pyridyl)-1,2,4-oxadiazol-5-carbonyl]thiazol-2-yl]-4-fluoroanilino)propanamid